1-[(3S)-1-tert-butoxycarbonylpyrrolidin-3-yl]-2-oxo-pyrrolidine-3-carboxylic acid C(C)(C)(C)OC(=O)N1C[C@H](CC1)N1C(C(CC1)C(=O)O)=O